3-(6-((2-(4-(cyclohexanecarboxamido)-2-fluorophenyl)-6-(4-methoxybenzyl)-5-oxo-5,6-dihydro-1,6-naphthyridin-4-yl)amino)pyridin-3-yl)piperidine-1-carboxylic acid tert-butyl ester C(C)(C)(C)OC(=O)N1CC(CCC1)C=1C=NC(=CC1)NC1=CC(=NC=2C=CN(C(C12)=O)CC1=CC=C(C=C1)OC)C1=C(C=C(C=C1)NC(=O)C1CCCCC1)F